N-(2-carbamoyl-4-iodo-6-methyl-phenyl)-2-(3-chloro-2-pyridyl)-5-(trifluoromethyl)pyrazole-3-carboxamide C(N)(=O)C1=C(C(=CC(=C1)I)C)NC(=O)C=1N(N=C(C1)C(F)(F)F)C1=NC=CC=C1Cl